C(=C)[Si](C)(C)CCCCCCCCCC vinyl-decyl-dimethylsilane